FC(C1OCCN(C1)CCN1C2=CC=C(C=C2OC=2C=C(C=CC12)C=1C=C2C=NNC2=CC1)C=1C=C2C=NNC2=CC1)F 10-(2-(2-(difluoromethyl)morpholino)ethyl)-3,7-di(1H-indazol-5-yl)-10H-phenoxazine